OC1=CC=C(C=C1)C(=C(CC)C1=CC=C(C=C1)O)C1=CC=C(C=C1)N1CCC(CC1)CN1C(C(N(C(C1([2H])[2H])([2H])[2H])C=1C(=C2C(N(C(C2=C(C1)F)=O)C1C(NC(CC1)=O)=O)=O)F)([2H])[2H])([2H])[2H] 5-(4-((1-(4-(1,2-bis(4-hydroxyphenyl)but-1-en-1-yl)phenyl)piperidin-4-yl)methyl)piperazine-1-yl-2,2,3,3,5,5,6,6-d8)-2-(2,6-dioxopiperidin-3-yl)-4,7-difluoroisoIndoline-1,3-dione